CC1(CN2N=CC(C3=NNC=4C=CC(OCCCOC1)=CC34)=C2)C 7,7-dimethyl-9,13-dioxa-4,5,18,19-tetraazatetracyclo[12.5.2.12,5.017,20]docosa-1(19),2(22),3,14(21),15,17(20)-hexaene